N-(4-cyclobutyl-5-(4-fluorophenyl)-1-methyl-1H-pyrazol-3-yl)-2-(1-(trifluoromethyl)cyclobutyl)acetamide C1(CCC1)C=1C(=NN(C1C1=CC=C(C=C1)F)C)NC(CC1(CCC1)C(F)(F)F)=O